(R)-3-methyl-2-(2-((1-propylpiperidin-3-yl)amino)-[1,2,4]triazolo[1,5-a]pyrimidin-5-yl)-5-(trifluoromethyl)phenol CC=1C(=C(C=C(C1)C(F)(F)F)O)C1=NC=2N(C=C1)N=C(N2)N[C@H]2CN(CCC2)CCC